C(C)(C)(C)OC(N[C@@H]1CNC[C@H](C1)F)=O ((3S,5S)-5-fluoropiperidin-3-yl)carbamic acid tert-butyl ester